3-(5-((3-azabicyclo[3.2.0]heptan-6-yl)oxy)-1-oxoisoindolin-2-yl)piperidine-2,6-dione C12CNCC2C(C1)OC=1C=C2CN(C(C2=CC1)=O)C1C(NC(CC1)=O)=O